[Cl-].C(CCCCCCCCCCCCC)(=O)OC(C(=O)OC1CC2CCC(C1)[N+]21CCCC1)(C1=CC=CC=C1)C1=CC=CC=C1 3-(2-(tetradecanoyloxy)-2,2-diphenylacetoxy)spiro[bicyclo[3.2.1]octane-8,1'-pyrrolidin]-8-ium chloride